ethyl 2-ethyl-5-(methylamino)thiazole-4-carboxylate C(C)C=1SC(=C(N1)C(=O)OCC)NC